C(C)S(=O)(=O)NC(C1=CC=C(C=C1)F)=O N-(Ethylsulfonyl)-4-fluorobenzamide